2-[3-(benzyloxy)-2-(1,3-dioxolan-2-yl)phenyl]-4-methyl-1,3-thiazole-5-carboxylic acid C(C1=CC=CC=C1)OC=1C(=C(C=CC1)C=1SC(=C(N1)C)C(=O)O)C1OCCO1